COC(=O)C=1SC=C(C1C(=O)OC)NC(=O)NC1=C(C=C(C(=C1)N(CC1=C(C(=CC=C1OCC1CC1)F)F)C1CC1)OC)F 4-(3-(5-(cyclopropyl-(6-(cyclopropylmethoxy)-2,3-difluorobenzyl)amino)-2-fluoro-4-methoxyphenyl)ureido)thiophene-2,3-dicarboxylic acid dimethyl ester